(3-pyridylmethyl)-proline N1=CC(=CC=C1)CN1[C@@H](CCC1)C(=O)O